N-(benzo[d]thiazol-2-yl)-1-(pyridin-4-ylmethyl)-1H-pyrrole-2-carboxamide S1C(=NC2=C1C=CC=C2)NC(=O)C=2N(C=CC2)CC2=CC=NC=C2